tert-butyl-7-(5-(2-bromo-4,5-difluorophenoxy) pyrimidin-4-yl)-2,7-diazaspiro[4.4]nonane-2-carboxylate C(C)(C)(C)OC(=O)N1CC2(CC1)CN(CC2)C2=NC=NC=C2OC2=C(C=C(C(=C2)F)F)Br